CN(C)CC1CN(CC1)C1=CC=C(C=C1)N1C=NC(=C1)NC=1N=CC(=NC1)C#N 5-((1-(4-(3-((Dimethylamino)methyl)pyrrolidin-1-yl)phenyl)-1H-imidazol-4-yl)amino)pyrazine-2-carbonitrile